tert-butyl N-[(2S)-2-[tert-butyl(dimethyl)silyl]oxypropyl]-N-[(2-chloro-3-fluoro-4-pyridyl)methyl]carbamate [Si](C)(C)(C(C)(C)C)O[C@H](CN(C(OC(C)(C)C)=O)CC1=C(C(=NC=C1)Cl)F)C